5-chloro-2-[(2-methylpiperidin-1-yl)methyl]-7,8-dihydro-6H-spiro[[1,3]oxazolo[5,4-f]quinazoline-9,1'-cyclohexane]-7-one ClC=1C=C2C(=C3C1NC(NC31CCCCC1)=O)OC(=N2)CN2C(CCCC2)C